C(C)(C)[Si](C(C)C)(C(C)C)C#CC1=C(C2=CC3=CC4=CC=CC=C4C=C3C=C2C=C1)C#C[Si](C(C)C)(C(C)C)C(C)C bis((triisopropylsilyl)ethynyl)tetracene